C(C)O[SiH](C(CSSSCC(C)[SiH](OCC)OCC)C)OCC bis(2-diethoxysilylpropyl) trisulfide